BrC=1C(=C(C=CC1)NC(=O)C1=NN2C([C@@H](CCC2)N2CC(C2)C(=O)OC)=C1)C methyl 1-[(4R)-2-[(3-bromo-2-methyl-phenyl)carbamoyl]-4,5,6,7-tetrahydropyrazolo[1,5-a]pyridin-4-yl]azetidine-3-carboxylate